3-(tert-butoxycarbonyl)-2,2-difluorobicyclo[1.1.1]pentane-1-carboxylic acid C(C)(C)(C)OC(=O)C12C(C(C1)(C2)C(=O)O)(F)F